NC=1C=CC(=NC1)N1C[C@@H](CC1)O (R)-1-(5-aminopyridin-2-yl)pyrrolidin-3-ol